2-(2-trifluoromethylphenyl)phenol FC(C1=C(C=CC=C1)C1=C(C=CC=C1)O)(F)F